(cyclopropanesulfonamido)-7-fluoro-2,3-dihydro-1H-indene-4-carboxamide C1(CC1)S(=O)(=O)NC1CCC=2C(=CC=C(C12)F)C(=O)N